C(C1=CC=CC=C1)OC1=CC=C(C=C1)C(C(=O)O)CNC(=O)OC(C)(C)C 2-[4-(benzyloxy)phenyl]-3-[(tert-butoxycarbonyl)amino]propanoic acid